CS(=O)(=O)OC(C)C=1OC=C(C(C1)=O)OCC1=CC=CC=C1 1-(5-(benzyloxy)-4-oxo-4H-pyran-2-yl)ethyl methane-sulfonate